BrC1=CC=CC2=C1N(C(=N2)CCN2CCOCC2)CCCNC(OC(C)(C)C)=O tert-butyl N-[3-[7-bromo-2-(2-morpholinoethyl)benzimidazol-1-yl]propyl]carbamate